FC(C=1C=C(C=CC1)C=1N=C(NN1)C1N(CCCC1)C(C)C(=O)C(C)N1C(CCCC1)C=1NN=C(N1)C1=CC(=CC=C1)C(F)(F)F)(F)F 1-{2-[5-(3-trifluoromethyl-phenyl)-2H-[1,2,4]triazole-3-yl]-piperidin-1-yl}-ethyl ketone